CCCCC(CCC(CCCCCCCCC)O)O heptadecane-5,8-diol